C[C@H]1O[C@H](CN(C1)C1=C2C=CC=NC2=C(C=C1)C(F)(F)F)C(=O)NC1CNCCOC1 (2R,6R)-6-methyl-N-(1,4-oxazepan-6-yl)-4-[8-(trifluoromethyl)-5-quinolyl]morpholine-2-carboxamide